ClC=1C=C(C(=NC1)C1CC1)N[C@H](C)C1=CC=C(S1)C(=O)N[C@H](C(=O)NC1CC1)CC1CCCC1 (2S)-2-({5-[(1R)-1-[(5-chloro-2-cyclopropylpyridin-3-yl)amino]ethyl]thiophen-2-yl}formamido)-3-cyclopentyl-N-cyclopropylpropanamide